N-(2-(4-hydroxyazepan-1-yl)-5-(trifluoromethyl)-phenyl)-5-(pyridin-4-yl)furan-2-carboxamide OC1CCN(CCC1)C1=C(C=C(C=C1)C(F)(F)F)NC(=O)C=1OC(=CC1)C1=CC=NC=C1